tert-butyl 3-(1-(tert-butoxycarbonyl)piperidin-4-yl)-5-((5-fluoro-4-(8-fluoro-4-isopropyl-3,4-dihydro-2H-benzo[b][1,4]oxazin-6-yl)pyrimidin-2-yl)amino)-1H-indazole-1-carboxylate C(C)(C)(C)OC(=O)N1CCC(CC1)C1=NN(C2=CC=C(C=C12)NC1=NC=C(C(=N1)C1=CC2=C(OCCN2C(C)C)C(=C1)F)F)C(=O)OC(C)(C)C